2-(2,2-difluoro-ethyl)-4-[6-(2,5-dimethyl-pyrrol-1-yl)-4-methoxy-pyridin-3-yl]-piperazine-1-carboxylic acid tert-butyl ester C(C)(C)(C)OC(=O)N1C(CN(CC1)C=1C=NC(=CC1OC)N1C(=CC=C1C)C)CC(F)F